azaspiro[2.6]nonane N1CC12CCCCCC2